N-[5-(4-methoxyphenyl)thiazol-2-yl]-8-oxo-6,7-dihydro-5H-indolizine-5-carboxamide COC1=CC=C(C=C1)C1=CN=C(S1)NC(=O)C1N2C=CC=C2C(CC1)=O